methyl-[(2-iodobenzoyl) amino] benzoate C(C1=CC=CC=C1)(=O)ON(C(C1=C(C=CC=C1)I)=O)C